N1(CCCC1)NP([S-])[O-] pyrrolidinylthiophosphoramidite